ethyl 4-amino-3-fluoro-1-methyl-1H-pyrrole-2-carboxylate NC=1C(=C(N(C1)C)C(=O)OCC)F